(2S,4R)-1-(2-(3-acetyl-5-(2-(2-methoxyethylamino)pyrimidin-5-yl)-1H-indol-1-yl)acetyl)-N-(6-bromopyridin-2-yl)-4-fluoropyrrolidine-2-carboxamide C(C)(=O)C1=CN(C2=CC=C(C=C12)C=1C=NC(=NC1)NCCOC)CC(=O)N1[C@@H](C[C@H](C1)F)C(=O)NC1=NC(=CC=C1)Br